diethyl disulfide C(C)SSCC